4-{6-[(3-methyl-oxetan-3-yl)sulfamoyl]-2,4-dioxo-1H-quinazolin-3-yl}but-2-enoic acid CC1(COC1)NS(=O)(=O)C=1C=C2C(N(C(NC2=CC1)=O)CC=CC(=O)O)=O